(S)-2-(6-Fluorobenzo[d]oxazol-2-yl)-6-methoxy-5-((4-(trifluoromethoxy)benzyl)oxy)-1,2,3,4-tetrahydroisoquinoline-3-carboxylic acid FC1=CC2=C(N=C(O2)N2CC3=CC=C(C(=C3C[C@H]2C(=O)O)OCC2=CC=C(C=C2)OC(F)(F)F)OC)C=C1